ClC=1C=C(C=CC1Cl)C=1N=C(SC1SC(C)C)N1N=C(C(=C1C(=O)O)C=1N(N=C(C1)C)C)C 2'-(4-(3,4-dichlorophenyl)-5-(isopropylthio)thiazol-2-yl)-2,5,5'-trimethyl-3,4'-bi(2H-pyrazole)-3'-carboxylic acid